COC1=CC=C(C=C1)N(P(=O)(CC1=CC=C(C=C1)C1=NOC(=N1)C(F)(F)F)C)C N-(4-methoxyphenyl)-N,P-dimethyl-P-(4-(5-(trifluoromethyl)-1,2,4-oxadiazol-3-yl)benzyl)phosphinic amide